FC1=C(C=CC(=C1)C1=CC=C(C=C1)CCCCC)C1=CC(=C(C(=C1)F)F)F 2',3,4,5-tetrafluoro-4''-pentyl-1,1':4',1''-terphenyl